ClC=1C=C(C(=O)OC2=C(C=C(C=C2Cl)C(=O)C2=CN(C3=CN=CC=C32)C)Cl)C=C(C1OC)Cl 2,6-dichloro-4-(1-methyl-1H-pyrrolo[2,3-c]pyridine-3-carbonyl)phenyl 3,5-dichloro-4-methoxybenzoate